5-(4-fluorophenyl)-2,3-dimethyl-7H-pyrido[2,3-d]pyridazin-8-one FC1=CC=C(C=C1)C=1C2=C(C(NN1)=O)N=C(C(=C2)C)C